2-(2-hydroxyethyl)-7-(hydroxymethyl)-4,7a-dihydro-3aH-4,7-epoxyisoindole-1,3-dione OCCN1C(C2C3(C=CC(C2C1=O)O3)CO)=O